C(C=C)C1(N(CCC1=O)C(=O)OCCC(C)(C)C)C(=O)[O-] 1-(tert-butyl)2-Ethyl 2-allyl-3-oxopyrrolidine-1,2-dicarboxylate